C1(CC1)C=1C2=C(N=NC1C1=C(C3=C(OCCO3)C=C1)O)N(C=N2)[C@H]2CN(CCC2)C 6-[4-cyclopropyl-7-[(3R)-1-methyl-3-piperidyl]imidazo[4,5-c]pyridazin-3-yl]-2,3-dihydro-1,4-benzodioxin-5-ol